ClC=1C=C(C=C(C1)CC(C)(C)O)C=1N(N=C2C(N(CCC21)C(=O)OC(C)(C)C)C)C tert-butyl 3-[3-chloro-5-(2-hydroxy-2-methyl-propyl)phenyl]-2,7-dimethyl-5,7-dihydro-4H-pyrazolo[3,4-c]pyridine-6-carboxylate